Bicyclo[2.2.1]Hepta-2-ene C12C=CC(CC1)C2